glycidate C(C1CO1)(=O)[O-]